ClC1=C(C=C(C=C1)C1=CN=C(N1)C1N(CCCC1)C(C(C)SC)=O)F 1-(2-(5-(4-Chloro-3-fluorophenyl)-1H-imidazol-2-yl)piperidin-1-yl)-2-(methylsulfanyl)propan-1-one